C(C)(C)(C)OC(CN1[C@H]2CN([C@@H](C1)C2)C2=NC=C(C=N2)Br)=O 2-((1R,4R)-5-(5-bromopyrimidin-2-yl)-2,5-diazabicyclo[2.2.1]hept-2-yl)acetic acid tert-butyl ester